N-ethyl-5-(2-methylbenzo[d]thiazol-6-yl)-7H-pyrrolo[2,3-d]pyrimidin-2-amine C(C)NC=1N=CC2=C(N1)NC=C2C2=CC1=C(N=C(S1)C)C=C2